C1CC2(CC1C=C2)C3=CC(=O)OC3=O norbornene-maleic anhydride